OC1=CC=C2C=C(C(OC2=C1)=O)C(=O)NCCCCCCCCCCCCNC 7-hydroxy-N-(12-(methylamino)dodecyl)-2-oxo-2H-chromene-3-carboxamide